O=C1NC2=C(OC1)C(=CC=C2)S(=O)(=O)N 3-oxo-3,4-dihydro-2H-benzo[b][1,4]oxazine-8-sulfonamide